C1(CC1)COC=1C=C(C=O)C=CC1OC 3-(cyclopropylmethoxy)-4-methoxybenzaldehyde